CCC(CC)NC(=O)C1=CN=C(O1)C1=CC(=CC=C1)C1=NN(C(=C1)C(NC(CC)CC)=O)CCN1CCCCC1 N-(pentan-3-yl)-2-(3-(5-(pentan-3-ylcarbamoyl)-1-(2-(piperidin-1-yl)ethyl)-1H-pyrazol-3-yl)phenyl)oxazole-5-carboxamide